3-(2-(2-amino-6,7-dihydrothiazolo[5,4-c]pyridin-5(4H)-yl)-1,1-difluoro-2-oxoethyl)-4-fluoro-N-(4-fluoro-3-methylphenyl)benzamide NC=1SC=2CN(CCC2N1)C(C(F)(F)C=1C=C(C(=O)NC2=CC(=C(C=C2)F)C)C=CC1F)=O